3,5-dichloro-4-(4-chlorobenzoyl)benzyl azide ClC=1C=C(CN=[N+]=[N-])C=C(C1C(C1=CC=C(C=C1)Cl)=O)Cl